N[C@H](C(=O)NC)[C@@H](C)OCC1=CC=C(C=C1)F (2S,3R)-2-amino-3-((4-fluorobenzyl)oxy)-N-methylbutanamide